2-[(1R)-1-(4-chlorophenyl)-2-[(4-chlorophenyl)methyl]-1-{[1-(hydroxymethyl)cyclopropyl]methoxy}-3-oxo-2,3-dihydro-1H-isoindol-5-yl]-2-hydroxy-N-methylpropanamide ClC1=CC=C(C=C1)[C@@]1(N(C(C2=CC(=CC=C12)C(C(=O)NC)(C)O)=O)CC1=CC=C(C=C1)Cl)OCC1(CC1)CO